S-2-(4-(2-(3,5-dichlorobenzamido)propan-2-yl)-1H-1,2,3-triazol-1-yl)ethyl ethanethioate C(C)(SCCN1N=NC(=C1)C(C)(C)NC(C1=CC(=CC(=C1)Cl)Cl)=O)=O